[18F]C1=NC(=CC=C1C=1OC2=C(C1)C=CC(=C2)O)NC 2-(2-[18F]fluoro-6-(methylamino)pyridin-3-yl)benzofuran-6-ol